1,4-diamino-2,3-butanediol NCC(C(CN)O)O